(5-bromo-2-(isopropylthio)phenyl)methanol BrC=1C=CC(=C(C1)CO)SC(C)C